(R)-5-(7,8-Dimethyl-[1,2,4]triazolo[1,5-a]pyridin-6-yl)-6-isopropyl-1-(1-((tetrahydro-2H-pyran-4-yl)methyl)piperidin-3-yl)-1,3-dihydro-2H-benzo[d]imidazol-2-on CC1=C(C=2N(C=C1C1=CC3=C(N(C(N3)=O)[C@H]3CN(CCC3)CC3CCOCC3)C=C1C(C)C)N=CN2)C